FC1=CC=C(C(=O)NC2=C(C=C(C(=C2)C=2C=NC(=NC2)N2CCOCC2)F)N2C[C@H](N([C@H](C2)C)C)C)C=C1 |r| 4-fluoro-N-[4-fluoro-5-(2-morpholin-4-ylpyrimidin-5-yl)-2-[rac-(3R,5S)-3,4,5-trimethylpiperazin-1-yl]phenyl]benzamide